C1(CC1)S(=O)(=O)N1N=CC(=C1)C1=NC=CC(=N1)NC1=NC=C(C(=C1)OC(C)C)N N2-(2-(1-(cyclopropylsulfonyl)-1H-pyrazol-4-yl)pyrimidin-4-yl)-4-isopropoxypyridine-2,5-diamine